C12C=CC(C(C1)CN1C[C@@H]3[C@H](C1)CC(C3)NC3=NC=C(C=C3)C=3C(=NN(C3)C)C)C2 (3aR,5s,6aS)-2-(5-bicyclo[2.2.1]hept-2-enylmethyl)-N-[5-(1,3-dimethylpyrazol-4-yl)-2-pyridyl]-3,3a,4,5,6,6a-hexahydro-1H-cyclopenta[c]pyrrol-5-amine